FC=1C=C(C=C(C1)F)C1=CC(=CC=C1)[C@H](CC(=O)O)NC(=O)NC=1C(N(C=C(C1O)C)C)=O (S)-3-(3',5'-difluorobiphenyl-3-yl)-3-(3-(4-hydroxy-1,5-dimethyl-2-oxo-1,2-dihydropyridin-3-yl)ureido)propionic acid